(R)-3-amino-1-(tert-butyl)azetidin-2-one N[C@H]1C(N(C1)C(C)(C)C)=O